vinyl-cyclohexene C(=C)C1=CCCCC1